N-methyl-N-((1s,4s)-4-(methylamino)cyclohexyl)acetamide CN(C(C)=O)C1CCC(CC1)NC